BrC=1C=CC=C2C(=CNC12)C1=NC(=NC=C1C(F)(F)F)NC1CC2(CN(C2)C(=O)[O-])C1 6-((4-(7-Bromo-1H-indol-3-yl)-5-(trifluoromethyl)pyrimidin-2-yl)amino)-2-azaspiro[3.3]Heptane-2-carboxylate